CN(S(=O)(=O)C1CC2=CC=CC=C2C1)C 2,3-dihydro-2-(N,N-dimethylaminosulfonyl)-1H-indene